ClC1=CC=C(C=C1)NC1N(C(=NC(=N1)N)N1CCOCC1)C1=CC=C(C=C1)C(C)C N-(4-Chlorophenyl)-N1-(4-isopropylphenyl)-6-morpholin-4-yl-[1,3,5]triazine-2,4-diamine